tetradecan-7-yl 1H-imidazole-1-carboxylate N1(C=NC=C1)C(=O)OC(CCCCCC)CCCCCCC